N-(3-(6-chloro-1H-benzo[d]imidazol-2-yl)-1H-pyrazol-5-yl)-2-methoxy-4-((1-methylpiperidin-4-yl)amino)benzamide ClC=1C=CC2=C(NC(=N2)C2=NNC(=C2)NC(C2=C(C=C(C=C2)NC2CCN(CC2)C)OC)=O)C1